C(C1=CC=CC=C1)N(CC#N)C[C@@H](C1=CC=CC=C1)Cl (R)-2-(benzyl(2-chloro-2-phenylethyl)amino)acetonitrile